N[C@H]1CS(C2=C(N(C1=O)CC1=CC=C(C=C1)Cl)C=C(C=C2)C=2OC(=NN2)C(C(F)(F)F)(C)N)(=O)=O (3R)-3-amino-7-[5-(1-amino-2,2,2-trifluoro-1-methyl-ethyl)-1,3,4-oxadiazol-2-yl]-5-[(4-chlorophenyl)methyl]-1,1-dioxo-2,3-dihydro-1lambda6,5-benzothiazepin-4-one